CC1C(CCC2(CCC3(C4(CCC5C(CC=6C=C7C(=NC6C5(C)C)ON=C7)(C4CC=C3C12)C)C)C)C(=O)[O-])C 1,2,6a,6b,9,9,15a-heptamethyl-1,2,3,4,4a,5,6,6a,6b,7,8,8a,9,15,15a,15b,16,17b-octadecahydrochryseno[1,2-g]isoxazolo[5,4-b]quinoline-4a-carboxylate